C(CCCCCCCCC)C1CCCC2=CC=CC=C12 mono-decyl-tetrahydronaphthalene